5-(1H-pyrazol-4-yl)phenol trifluoroacetate FC(C(=O)O)(F)F.N1N=CC(=C1)C=1C=CC=C(C1)O